C1(=CC=CC=C1)P(C1(C(=CC=CC1)C1=CC=CC=C1)P(C1=CC=CC=C1)C1=CC=CC=C1)C1=CC=CC=C1 2,2-bis(diphenylphosphino)-1,1-biphenyl